C(C1=CC=CC=C1)O[C@H]1C(O)O[C@@H]([C@@H]([C@@H]1OCC1=CC=CC=C1)OCC1=CC=CC=C1)COCC1=CC=CC=C1 2,3,4,6-tetra-O-benzyl-D-galactopyranose